4-amino-N-(4,4-dimethyl-2-oxo-1-piperidyl)-1-methyl-N-[[5-(trifluoromethyl)-2-pyridyl]methyl]pyrazolo[4,3-c]quinoline-8-carboxamide NC1=NC=2C=CC(=CC2C2=C1C=NN2C)C(=O)N(CC2=NC=C(C=C2)C(F)(F)F)N2C(CC(CC2)(C)C)=O